5-[3,4-Dicarboxy-5-[6-[4-[(E)-3-(4-fluorophenyl)-3-oxoprop-1-enyl]phenoxy]hexoxy]phenyl]-3-[6-[4-[(E)-3-(4-fluorophenyl)-3-oxoprop-1-enyl]phenoxy]hexoxy]phthalic acid C(=O)(O)C=1C=C(C=C(C1C(=O)O)OCCCCCCOC1=CC=C(C=C1)\C=C\C(=O)C1=CC=C(C=C1)F)C1=CC(=C(C(C(=O)O)=C1)C(=O)O)OCCCCCCOC1=CC=C(C=C1)\C=C\C(=O)C1=CC=C(C=C1)F